6-chloro-N4-(4-fluoro-5-(1-(5-(morpholinomethyl)pyrimidin-2-yl)-1,2,5,6-tetrahydropyridin-3-yl)-2-((3S,5R)-3,4,5-trimethylpiperazin-1-yl)phenyl)pyrimidine-4,5-diamine ClC1=C(C(=NC=N1)NC1=C(C=C(C(=C1)C=1CN(CCC1)C1=NC=C(C=N1)CN1CCOCC1)F)N1C[C@@H](N([C@@H](C1)C)C)C)N